4,5-dichloro-2-[[4-(oxan-4-yl)piperidin-1-yl]methyl]phenol ClC1=CC(=C(C=C1Cl)O)CN1CCC(CC1)C1CCOCC1